CN1CC(C1)C1CC(C1)C=1SC2=C(N1)C=C(C=C2)B2OC(C(O2)(C)C)(C)C 2-(3-(1-methylazetidin-3-yl)cyclobutyl)-5-(4,4,5,5-tetramethyl-1,3,2-dioxaborolan-2-yl)benzo[d]thiazole